6-(Piperidin-4-yl)pyridin Dimethyl-(7-{[(1R)-1-(hydroxymethyl)-3-methylbutyl]amino}-5-{[(1S)-1-phenylethyl]sulfanyl}[1,3]thiazolo[4,5-d]pyrimidin-2-yl)amidophosphate COP(=O)(OC)NC=1SC2=C(N=C(N=C2N[C@H](CC(C)C)CO)S[C@@H](C)C2=CC=CC=C2)N1.N1CCC(CC1)C1=CC=CC=N1